2-chloromethyl-5-(2-methyl-[1,1'-biphenyl]-3-yl)-1,3,4-thiadiazole ClCC=1SC(=NN1)C=1C(=C(C=CC1)C1=CC=CC=C1)C